C(C)C=1SC(=CC1N(C(=O)N)S(N(C=1C=NN(C1)C)CCN(C)C)(=O)=O)CC (2,5-Diethylthiophen-3-yl)-1-{[2-(dimethylamino)ethyl](1-methyl-1H-pyrazol-4-yl)sulfamoyl}urea